C(C1=CC=CC=C1)OC1=C(C=C(CNCCO)C=C1)OCCC1=CC=CC=C1 2-(4-(benzyloxy)-3-phenethyloxybenzyl-amino)ethanol